4-bromo-6-methyl-1H-pyrrolo[2,3-b]pyridine BrC1=C2C(=NC(=C1)C)NC=C2